CN(CCCCCCCCCCCC)C N,N-dimethyldodecanamine